2,3,4,5-tetrafluorobenzenesulfonyl chloride FC1=C(C=C(C(=C1F)F)F)S(=O)(=O)Cl